C(\C=C/C=CC=CCCCCCCCCCCCCC)(=O)O z,11z,14z-eicosatrienoic acid